N-[(2R)-1-Hydroxy-4-methylpentan-2-yl]-5-(1-methyl-1H-pyrazol-3-yl)-6-[4-(trifluoromethyl)phenoxy]pyridine-3-carboxamide OC[C@@H](CC(C)C)NC(=O)C=1C=NC(=C(C1)C1=NN(C=C1)C)OC1=CC=C(C=C1)C(F)(F)F